ClC1=CC(=C(C(=O)O)C=C1S(NCC)(=O)=O)NCC=1OC=CC1 4-Chloro-5-(N-ethylsulfamoyl)-2-((furan-2-ylmethyl)amino)Benzoic Acid